COC(C1=CC=C(C=C1)[C@H](C)OC)=O (S)-4-(1-methoxyethyl)benzoic acid methyl ester